(S)-1-(2-(1-(4-(2-fluoro-3-methoxyphenoxy)phenyl)-8-(hydroxymethyl)imidazo[1,5-a]pyrazin-3-yl)pyrrolidin-1-yl)but-2-yn-1-one FC1=C(OC2=CC=C(C=C2)C=2N=C(N3C2C(=NC=C3)CO)[C@H]3N(CCC3)C(C#CC)=O)C=CC=C1OC